N[C@H]1CN(C[C@@H](C1)F)C(=O)C1=CC2=C(N(C(=N2)C2=CC=3C(=NC(=CC3)C=3C=CC(=C(C(=O)OC)C3)O)N2CC2CC2)C)C(=C1)OC methyl 5-(2-{5-[(3R,5R)-3-amino-5-fluoropiperidine-1-carbonyl]-7-methoxy-1-methyl-1H-1,3-benzodiazol-2-yl}-1-(cyclopropylmethyl)-1H-pyrrolo[2,3-b]pyridin-6-yl)-2-hydroxybenzoate